C1(CC1)CNC(=O)C1=CC(=C(C(=O)O)C=C1)NCC1=CC(=C(C=C1)OC)F 4-((cyclopropylmethyl)carbamoyl)-2-((3-fluoro-4-methoxybenzyl)amino)benzoic acid